1-(4-benzyl-3,4-dihydroquinoxaline-1(2H)-yl)-2-(piperidin-1-yl)propan-1-one C(C1=CC=CC=C1)N1CCN(C2=CC=CC=C12)C(C(C)N1CCCCC1)=O